3-(benzenesulfonyl)acrylonitrile C1(=CC=CC=C1)S(=O)(=O)C=CC#N